ClC1=CC=C(CN2C(=NC=3N(C(N(C(C23)=O)CCCO)=O)CC)OC2=CC(=CC=C2)OC)C=C1 7-(4-chlorobenzyl)-3-ethyl-1-(3-hydroxypropyl)-8-(3-methoxyphenoxy)-1H-purine-2,6(3H,7H)-dione